C(#N)C1CN(C1)C([C@H](CCCN[C@H]1[C@@H](C1)C1=CC=C(C=C1)F)NC(C1=CC=C(C=C1)N1N=CC=C1)=O)=O N-[(2S)-1-(3-cyanoazetidin-1-yl)-5-[[(1R,2S)-2-(4-fluorophenyl)cyclopropyl]amino]-1-oxopentan-2-yl]-4-(1H-pyrazol-1-yl)benzamide